5-methyl-2-oxo-2,3-dihydro-1H-imidazole-4-carboxylic acid CC1=C(NC(N1)=O)C(=O)O